CNC(SC)=NC 1,2,3-trimethyl-isothiourea